FC=1C(=CC2=C(C(C[C@@H](O2)C(=O)NC23CCC(CC2)(CC3)NC(CO[C@@H]3C[C@@H](C3)OC(F)(F)F)=O)=O)C1)F (2R)-6,7-difluoro-4-oxo-N-[4-(2-{[cis-3-(trifluoromethoxy)cyclobutyl]oxy}acetamido)bicyclo[2.2.2]octan-1-yl]-3,4-dihydro-2H-1-benzopyran-2-carboxamide